FC(C(CC(=O)C1=CC=C(C=C1)OCC1=CC=C(C=C1)F)=O)(F)F 4,4,4-trifluoro-1-{4-[(4-fluorobenzyl)oxy]phenyl}butane-1,3-dione